(1R,4S,5S,6S)-4-aminospiro[bicyclo[3.1.0]hexane-2,1'-cyclopropane]-4,6-dicarboxylic acid N[C@]1(CC2(CC2)[C@H]2[C@@H]([C@@H]12)C(=O)O)C(=O)O